(S)-2-cyclopropyl-5-(2,4-difluorophenyl)-3,4-dihydro-2H-pyrano[2,3-b]Pyridine C1(CC1)[C@@H]1CCC=2C(=NC=CC2C2=C(C=C(C=C2)F)F)O1